1,N2-dimethylethane-1,2-diamine CC(CNC)N